ClC=1C=C2C(=C3C4(NC(NC13)=O)CCCCC4)OC(=C2)C(=O)N2C[C@@H]4C([C@@H]4C2)C2=C(C=CC=C2)OC 5'-Chloro-2'-[(1R,5S,6S)-6-(2-methoxyphenyl)-3-azabicyclo[3.1.0]hexane-3-carbonyl]-7',8'-dihydro-6'H-spiro[cyclohexane-1,9'-furo[2,3-f]quinazoline]-7'-one